ClC1=C(C=C2C(=NC=NC2=C1)OC=1C=C(C(=O)O)C=CC1C)OC 3-(7-chloro-6-methoxyquinazolin-4-yloxy)-4-methylbenzoic acid